N,N-dimethyl-p-xylylenediamine CN(CC1=CC=C(C=C1)CN)C